NC[C@H]([C@@H](C(=O)O)NC)CCCB(O)O (2S,3R)-3-(aminomethyl)-6-dihydroxyboryl-2-(methylamino)hexanoic acid